C(CCCC)OC([C@@H](N)C(C)C)=O L-valine pentyl ester